CN1C(NCC2=CC=CC=C12)=O N-Methyldihydroquinazolinone